4,4'-dimethoxytriphenylmethyl chloride COC1=CC=C(C=C1)C(C2=CC=CC=C2)(C3=CC=C(C=C3)OC)Cl